O[C@H](C(=O)N[C@H](CC1=CC=CC=C1)C(=O)O)C ((S)-2-hydroxypropionyl)-D-phenylalanine